C(C)(C)C=1C=C2C(C(=COC2=CC1)C=O)=O 6-isopropyl-chromone-3-formaldehyde